FC1=C(O[P@@](=O)(OC2=CC=CC=C2)N[C@@H](C)C(=O)OCC2=CC=CC=C2)C(=C(C(=C1F)F)F)F Benzyl ((S)-(perfluorophenoxy)(phenoxy)-phosphoryl)-L-alaninate